2-bromo-7-fluoro-5-[3-fluoro-5-(trifluoromethyl)phenyl]-6,7-dihydro-5H-pyrrolo[1,2-b][1,2,4]triazole BrC=1N=C2N(N1)C(CC2F)C2=CC(=CC(=C2)C(F)(F)F)F